(6-(bromomethyl)-5-fluoro-3,3-dimethyl-2,3-dihydro-1H-inden-1-yl)-3-(trifluoromethyl)pyridine BrCC1=C(C=C2C(CC(C2=C1)C1=NC=CC=C1C(F)(F)F)(C)C)F